5-(5,7-dichloro-6-(2-chloroethoxy)-1,2,3,4-tetrahydronaphthalen-1-yl)-1H-indazol-3-amine ClC1=C2CCCC(C2=CC(=C1OCCCl)Cl)C=1C=C2C(=NNC2=CC1)N